ClC1=CC=CC(=N1)C(=O)NC1=CC=NC=C1 6-Chloro-N-(pyridin-4-yl)pyridine-2-carboxamide